3-(propyl)propane-1,3-diamine C(CC)C(CCN)N